S(=O)(=O)(O)CCCCOC=1C=C(C=CC1N)C1=CC(=C(N)C=C1)OCCCCS(=O)(=O)O 3,3'-bis(4-sulfobutoxy)benzidine